C(C)OCC(C(=O)OC)C(C)(C)C methyl 2-ethoxymethyl-3,3-dimethylbutyrate